1,3-dimethyl-butyliden-propylamine CC(CC(C)C)=NCCC